FC1([C@H](C=2C(=CN(C2CC1)C1=CC(=C(C=C1)F)C(F)(F)F)S(=O)(=O)CC#N)O)F (S)-2-((5,5-difluoro-1-(4-fluoro-3-(trifluoromethyl)phenyl)-4-hydroxy-4,5,6,7-tetrahydro-1H-indol-3-yl)sulfonyl)acetonitrile